C(C)N1C(=NC2=C1C(=CC=1C(C=C(OC12)C1=CC=C(C=C1)S(=O)(=O)C)=O)F)C(F)(F)F 3-ethyl-4-fluoro-8-(4-(methylsulfonyl)phenyl)-2-(trifluoromethyl)chromeno[7,8-d]imidazol-6(3H)-one